NC=1C=C2C(C(NC2=CC1Br)=O)(C)C 5-amino-6-bromo-3,3-dimethylindolin-2-one